C(C)OC(=O)N[C@@H](C(=O)O)CO (2R)-2-(ethoxycarbonylamino)-3-hydroxy-propionic acid